F[P-](F)(F)(F)(F)F.C1(=CC=CC=C1)[Bi+]C1=CC=CC=C1 diphenyl-bismuth hexafluorophosphate